C1(CCC1)C1CN2C(CO1)=CC(=N2)C2=NC=C(C=C2)F 6-cyclobutyl-2-(5-fluoropyridin-2-yl)-6,7-dihydro-4H-pyrazolo[5,1-c][1,4]oxazine